Fumaric acid dimethyl ester COC(\C=C\C(=O)OC)=O